4-(3-((1R,5S,6r)-3-azabicyclo[3.1.0]hexan-6-yl)-7-fluoro-1-((1S,2S)-2-methylcyclopropyl)-1H-pyrazolo[4,3-c]pyridin-6-yl)-5-ethynyl-6-fluoronaphthalen-2-ol [C@H]12CNC[C@@H]2C1C1=NN(C2=C1C=NC(=C2F)C2=CC(=CC1=CC=C(C(=C21)C#C)F)O)[C@@H]2[C@H](C2)C